FC1(CCC1)CNC=1N=CC2=C(N1)NC=C2C2=CC=C1C(CC(OC1=C2)(C)C)=O 7-(2-(((1-fluorocyclobutyl)methyl)amino)-7H-pyrrolo[2,3-d]pyrimidin-5-yl)-2,2-dimethylchroman-4-one